bis(4-(methacryloyloxyethoxyethoxy)phenyl)propane C(C(=C)C)(=O)OCCOCCOC1=CC=C(C=C1)C(C)(C)C1=CC=C(C=C1)OCCOCCOC(C(=C)C)=O